tetraglycidyl-4,4'-bis(4-aminophenoxy)-3,3',5,5'-tetramethylbiphenyl C(C1CO1)C1=C(C(=C(C(=C1C1=C(C(=C(C(=C1CC1CO1)C)OC1=CC=C(C=C1)N)C)CC1CO1)CC1CO1)C)OC1=CC=C(C=C1)N)C